(1R,3R,5R,6R)-8-(1,3-dioxoisoindolin-2-yl)-6-phenyl-8-azabicyclo[3.2.1]octan-3-yl benzoate C(C1=CC=CC=C1)(=O)O[C@@H]1C[C@H]2C[C@@H]([C@@H](C1)N2N2C(C1=CC=CC=C1C2=O)=O)C2=CC=CC=C2